1-methyl-3-hexylimidazole chloride salt [Cl-].CN1CN(C=C1)CCCCCC